6-benzyl-2-(thieno[3,2-c]pyridin-4-yl)-4,5,6,7-tetrahydro-2H-pyrazolo[3,4-c]pyridin-3-ol C(C1=CC=CC=C1)N1CC=2C(CC1)=C(N(N2)C2=NC=CC1=C2C=CS1)O